2-(1-(tetrahydro-2H-pyran-2-yl)-1H-pyrazol-5-yl)benzo[b]thiophene-3-carbonitrile O1C(CCCC1)N1N=CC=C1C1=C(C2=C(S1)C=CC=C2)C#N